FC(CN1N=CC(=C1)C1=NC=CC(=N1)C1(C=C(C(=CN1)C1=NC=C(C=C1)CN1CCOCC1)NC1CCC(CC1)F)N)F 6'-(2-(1-(2,2-difluoroethyl)-1H-pyrazol-4-yl)pyrimidin-4-yl)-N4'-((1s,4s)-4-fluorocyclohexyl)-5-(morpholinomethyl)-[2,3'-bipyridine]-4',6'-diamine